7-amino-8-(3-hydroxy-2,6-dimethylphenyl)-3-methyl-3,8-dihydro-[1,2,3]triazolo[4,5-g]indole-6-carboxamide NC=1N(C=2C3=C(C=CC2C1C(=O)N)N(N=N3)C)C3=C(C(=CC=C3C)O)C